C(C)OC(C(C(=O)OCC)(OC[C@H]1O[C@H]([C@@H]([C@]1(C#C)OC(C)=O)OC(C)=O)N1C(NC(C=C1)=O)=O)CC1=CC=CC=C1)=O.C(C)(C)OB1OB(OB(O1)OC(C)C)OC(C)C triisopropoxyBoroxine diethyl-2-benzyl-2-(((2R,3R,4R,5R)-3,4-diacetoxy-5-(2,4-dioxo-3,4-dihydro-pyrimidin-1(2H)-yl)-3-ethynyl-tetrahydrofuran-2-yl)methoxy)malonate